3-(7-fluoro-5-(8-((4'-fluoro-5,5-dimethyl-3,4,5,6-tetrahydro-[1,1'-biphenyl]-2-yl)methyl)-3,8-diazabicyclo[3.2.1]octane-3-carbonyl)-1-oxoisoindolin-2-yl)piperidine-2,6-dione FC=1C=C(C=C2CN(C(C12)=O)C1C(NC(CC1)=O)=O)C(=O)N1CC2CCC(C1)N2CC2=C(CC(CC2)(C)C)C2=CC=C(C=C2)F